3-((2-(1H-pyrazol-1-yl)pyridin-3-yl)methoxy)-6-methylpicolinaldehyde N1(N=CC=C1)C1=NC=CC=C1COC=1C(=NC(=CC1)C)C=O